ClC=1C(=NC(=C(C(=O)NC2=CC(NC=C2)=O)C1)OC1=C(C=C(C=C1)F)C)C(F)(F)F 5-chloro-2-(4-fluoro-2-methylphenoxy)-N-(2-oxo-1,2-dihydropyridin-4-yl)-6-(trifluoromethyl)nicotinamide